3-[METHYL(2-METHYLBUTYL)AMINO]PROPANAL CN(CCC=O)CC(CC)C